N-(6-bromo-2-methoxy-3-pyridinyl)methanesulfonamide methyl-3-[2-(diphenylmethylene)hydrazino]-5-fluorobenzoate COC(C1=CC(=CC(=C1)F)NN=C(C1=CC=CC=C1)C1=CC=CC=C1)=O.BrC1=CC=C(C(=N1)OC)NS(=O)(=O)C